N-(4-(4-(2-(dimethylamino)ethylamino)-3-methyl-1H-pyrazolo[3,4-d]pyrimidin-6-yl)phenyl)-4-methoxypyridine-3-sulfonamide CN(CCNC1=C2C(=NC(=N1)C1=CC=C(C=C1)NS(=O)(=O)C=1C=NC=CC1OC)NN=C2C)C